C(C)(=O)OC1=CC(=CC=C1)O (3-hydroxyphenyl) acetate